1-amino-2-benzylaminoethane NCCNCC1=CC=CC=C1